lithium butyrate C(CCC)(=O)[O-].[Li+]